C(C)(C)(C)OC(=O)N(C1=CC(=NC=2N1N=CC2C2CC2)NC[C@@H]2[C@H](CN(CC2)C(=O)OC(C)(C)C)O)CC2=CC=C(C=C2)C=2N=CSC2 tert-butyl (3r,4r)-4-(((7-((tert-butoxycarbonyl) (4-(thiazol-4-yl) benzyl) amino)-3-cyclopropylpyrazolo[1,5-a]pyrimidin-5-yl) amino) methyl)-3-hydroxypiperidine-1-carboxylate